IC1=CN=C2N1N=C(C(=C2)C=2C=NN(C2)C(C)C)C 3-iodo-7-(1-isopropyl-1H-pyrazol-4-yl)-6-methylimidazo[1,2-b]pyridazine